ClC=1C=C(C=CC1)C(CO)N1C=NC2=CC(=CC=C2C1=O)C=1C=NNC1C(F)(F)F 3-(1-(3-Chlorophenyl)-2-hydroxyethyl)-7-(5-(trifluoromethyl)-1H-pyrazol-4-yl)quinazolin-4(3H)-one